5-methyl-1-(4-(4-((1-methylpiperidin-4-yl)ethynyl)benzyl)phenyl)-1H-1,2,4-triazole-3-carboxamide CC1=NC(=NN1C1=CC=C(C=C1)CC1=CC=C(C=C1)C#CC1CCN(CC1)C)C(=O)N